C(=C)[Si](O[Si](C=C)(C1=CC=CC=C1)C1=CC=CC=C1)(C=C)C1=CC=CC=C1 1,1,3-trivinyltriphenyldisiloxane